(R)-1-(2-chloropyridin-3-yl)ethyl (4-(5-(2-(difluoromethyl)pyrimidine-5-carboxamido)pyridin-2-yl)-1-methyl-1H-1,2,3-triazol-5-yl)carbamate FC(C1=NC=C(C=N1)C(=O)NC=1C=CC(=NC1)C=1N=NN(C1NC(O[C@H](C)C=1C(=NC=CC1)Cl)=O)C)F